tert-butyl 4-(6-bromo-1H-benzo[d]imidazole-2-carbonyl)piperazine-1-carboxylate BrC=1C=CC2=C(NC(=N2)C(=O)N2CCN(CC2)C(=O)OC(C)(C)C)C1